6-fluoro-4-oxo-7-[3-(2H-1,2,3,4-tetrazol-2-yl)azetidin-1-yl]-1-(1,3-thiazol-2-yl)-1,4-dihydro-1,8-naphthyridine-3-carboxylic acid FC=1C=C2C(C(=CN(C2=NC1N1CC(C1)N1N=CN=N1)C=1SC=CN1)C(=O)O)=O